2,4,6,7-TETRAHYDRO-PYRAZOLO[4,3-D]PYRIMIDIN-5-ON N=1NC=C2NC(NCC21)=O